N-benzyl-1-isobutyl-7-phenethyloctahydro-6H-3,6-methanopyrrolo[3,2-c]pyridine-6-carboxamide C(C1=CC=CC=C1)NC(=O)C12C(C3C(CN1)C(CN3CC(C)C)C2)CCC2=CC=CC=C2